5-(2-(Cyclopentylmethyl)oxazol-5-yl)-6-(6-(cyclopropylmethyl)-5-oxo-6,7-dihydro-5H-pyrrolo[3,4-b]pyridin-3-yl)picolinonitril C1(CCCC1)CC=1OC(=CN1)C=1C=CC(=NC1C=1C=C2C(=NC1)CN(C2=O)CC2CC2)C#N